3-(4-((2-(4-((4-((3,4-dichloro-2-fluorophenyl)amino)-7-methoxyquinazolin-6-yl)oxy)piperidin-1-yl)-2-oxoethyl)thio)-1-oxoisoindolin-2-yl)piperidine-2,6-dione ClC=1C(=C(C=CC1Cl)NC1=NC=NC2=CC(=C(C=C12)OC1CCN(CC1)C(CSC1=C2CN(C(C2=CC=C1)=O)C1C(NC(CC1)=O)=O)=O)OC)F